methylarsinate C[AsH]([O-])=O